OC1=CC=C(C=C1)C(C=CC1=CC=C(C=C1)OCC=C)=O 1-(4-Hydroxyphenyl)-3-[4-(prop-2-en-1-yloxy)phenyl]prop-2-en-1-one